(3E)-12,12-diheptyloxy-3-dodecen-1-ol C(CCCCCC)OC(CCCCCCC/C=C/CCO)OCCCCCCC